CC=1N(C=C(N1)C)C=1C=C(C=CC1)C1=C(C(=O)N)C=CC(=C1)CN1CCN(CC1)C (3-(2,4-dimethyl-1H-imidazol-1-yl)phenyl)-4-((4-methylpiperazin-1-yl)methyl)benzamide